C1CC(CCC1)C(=O)N 3-Cyclohexanamide